C(C)(C)(C)OC(NN1CC(C1)=C(C(=O)OCC)CC)=O 3-(1-ethoxy-1-oxobutan-2-ylidene)azetidine-1-carbamic acid tert-butyl ester